N-(2,3-dihydro-1,4-benzoxazin-4-yl)-3-isopropyl-7-(2,3,5-trifluorophenyl)benzothiophene-2-carboxamide O1CCN(C2=C1C=CC=C2)NC(=O)C=2SC1=C(C2C(C)C)C=CC=C1C1=C(C(=CC(=C1)F)F)F